C(C)N=C(C)C1=NC=CC=C1 2-[1-(ethylimino)-ethyl]pyridine